4-(3-(2-methyl-3-(4,4,5,5-tetramethyl-1,3,2-dioxaborolan-2-yl)phenoxy)propyl)morpholine CC1=C(OCCCN2CCOCC2)C=CC=C1B1OC(C(O1)(C)C)(C)C